O1C(OC2=C1C=CC=C2CO)([2H])[2H] (benzo[d][1,3]dioxol-4-yl-2,2-d2)methanol